C(CCC\C=C/C\C=C/C\C=C/C\C=C/CCCCC)(=O)O Cis-arachidonic acid